FC1(CN(CC[C@H]1NC1=NN2C(C(=N1)OC)=C(C=C2)C=2C=CC1=C(N(N=N1)C[C@@H](C)F)C2)C2COC2)F N-((R)-3,3-difluoro-1-(oxetan-3-yl)piperidin-4-yl)-5-(1-((R)-2-fluoropropyl)-1H-benzo[d][1,2,3]triazol-6-yl)-4-methoxypyrrolo[2,1-f][1,2,4]triazin-2-amine